4-(6-chloro-7-(difluoromethyl)-1-(4-fluoro-2-methylphenyl)-4-oxo-1,4-dihydroquinazolin-3(2H)-yl)-3-methylpyridine 1-oxide ClC=1C=C2C(N(CN(C2=CC1C(F)F)C1=C(C=C(C=C1)F)C)C1=C(C=[N+](C=C1)[O-])C)=O